(R)-N-(1-(4-(cyclopropanesulphonylamino)pyridin-2-yl)-3-(dimethylamino)propyl)-5-(6-ethoxypyrazin-2-yl)thiazole-2-carboxamide C1(CC1)S(=O)(=O)NC1=CC(=NC=C1)[C@@H](CCN(C)C)NC(=O)C=1SC(=CN1)C1=NC(=CN=C1)OCC